FC1=C2C=C(NC2=CC(=C1)F)C(=O)N1C2CCC([C@@H]1C(=O)N[C@H](C[C@@H]1C(NCC1)=O)C(CO)=O)CC2 (R)-2-(4,6-difluoro-1H-indole-2-carbonyl)-N-((R)-4-hydroxy-3-oxo-1-((R)-2-oxopyrrolidin-3-yl)butan-2-yl)-2-azabicyclo[2.2.2]octane-3-carboxamide